2-fluoro-1,4-butanediol FC(CO)CCO